3-(6-(1H-indol-2-yl)furo[3,2-c]pyridin-3-yl)piperidine-2,6-dione N1C(=CC2=CC=CC=C12)C1=CC2=C(C=N1)C(=CO2)C2C(NC(CC2)=O)=O